C(CCC)(=O)O.NC1=NC=CC(=C1Cl)SC1=CN=C(N=N1)N1CCC2(CC1)[C@@H](C1=CC=CC=C1C2)N (S)-1'-(6-((2-amino-3-chloropyridin-4-yl)thio)-1,2,4-triazin-3-yl)-1,3-dihydrospiro[indene-2,4'-piperidine]-1-amine monobutyrate